6-(2-amino-5-(3-(4-methylpiperazin-1-yl)phenyl)pyridin-3-yl)-3,4-dihydroisoquinolin-1(2H)-one NC1=NC=C(C=C1C=1C=C2CCNC(C2=CC1)=O)C1=CC(=CC=C1)N1CCN(CC1)C